COC(C1=CC=C(C=C1)[N+](=O)[O-])OC 1-(dimethoxymethyl)-4-nitrobenzene